(S)-tert-Butyl 2-(phenylcarbamoyl)pyrrolidine-1-carboxylate C1(=CC=CC=C1)NC(=O)[C@H]1N(CCC1)C(=O)OC(C)(C)C